6-(1-(8-azabicyclo[3.2.1]oct-3-yl)piperidin-4-yl)-7-fluoro-2-(4-(methylsulfonyl)phenyl)-1H-benzo[d]imidazole dihydrochloride Cl.Cl.C12CC(CC(CC1)N2)N2CCC(CC2)C=2C=CC1=C(NC(=N1)C1=CC=C(C=C1)S(=O)(=O)C)C2F